FC(C=1N=CC=2N(C1)C(=CN2)C2=NC=CC(=N2)N2CCS(CC2)=O)F 4-(2-(6-(difluoromethyl)imidazo[1,2-a]pyrazin-3-yl)pyrimidin-4-yl)thiomorpholin 1-oxide